2-(3-(3-isopropyl-2-(8-methoxy-[1,2,4]triazolo[1,5-a]pyridin-6-yl)-1H-indol-5-yl)piperidin-1-yl)-N-methylacetamide C(C)(C)C1=C(NC2=CC=C(C=C12)C1CN(CCC1)CC(=O)NC)C=1C=C(C=2N(C1)N=CN2)OC